C1(CCC1)C1=CC(=NN1)NC(CC1=CC=C(C=C1)OCC1=NC=C(C=C1)N1C(NC(CC1)=O)=O)=O N-(5-cyclobutyl-1H-pyrazol-3-yl)-2-(4-((5-(2,4-dioxotetrahydropyrimidin-1(2H)-yl)pyridin-2-yl)methoxy)phenyl)acetamide